rac-(1S*,2S*)-2-(5-chloro-2-(difluoromethoxy)phenyl)-N-(6-(((6-cyclopropylimidazo[1,2-a]pyridin-2-yl)methyl)amino)pyrimidin-4-yl)cyclopropane-1-carboxamide ClC=1C=CC(=C(C1)[C@@H]1[C@H](C1)C(=O)NC1=NC=NC(=C1)NCC=1N=C2N(C=C(C=C2)C2CC2)C1)OC(F)F |r|